ClC1=NC(=C2C(=N1)N(N=C2)[C@H]2[C@@H]([C@@H]([C@H](O2)COP(=O)(O)CP(O)(O)=O)O)O)NOC(C)C (((((2R,3S,4R,5R)-5-(6-chloro-4-(isopropoxyamino)-1H-pyrazolo[3,4-d]pyrimidin-1-yl)-3,4-Dihydroxytetrahydrofuran-2-yl)methoxy)(hydroxy)phosphoryl)methyl)phosphonic acid